(2-(trimethylsilyl)ethoxy(methoxy)methyl)-1H-pyrazol-4-ol C[Si](CCOC(OC)N1N=CC(=C1)O)(C)C